(6-amino-5-bromopyridin-3-yl)methanol NC1=C(C=C(C=N1)CO)Br